4,4'-thiobis(2-methyl-6-t-Butylphenol) S(C1=CC(=C(C(=C1)C(C)(C)C)O)C)C1=CC(=C(C(=C1)C(C)(C)C)O)C